4-[1-(2,4-Dihydroxyphenyl)decyl]benzene-1,3-diol OC1=C(C=CC(=C1)O)C(CCCCCCCCC)C1=C(C=C(C=C1)O)O